CC1=NC=CC(=C1)CCO 2-(methyl-4-pyridyl)-ethanol